C(C)OC(NSCNC1CCCCC1)=O N-(Cyclohexylaminomethylthio)carbamic acid ethyl ester